ClC1=CC=C(C=C1)C1=CC(=NC(=N1)C=1C=NC=CC1)NC[C@H](C)O (S)-1-((6-(4-chlorophenyl)-2-(pyridin-3-yl)pyrimidin-4-yl)amino)propan-2-ol